racemic-(9-ethyl-2-(3-(1-methyl-1H-pyrazol-3-yl)phenyl)-6-morpholino-9H-purin-8-yl)(pyridin-4-yl)methanol C(C)N1C2=NC(=NC(=C2N=C1[C@H](O)C1=CC=NC=C1)N1CCOCC1)C1=CC(=CC=C1)C1=NN(C=C1)C |r|